O[C@H]1[C@@H](NC[C@H]1O)C=O ((2R,3S,4R)-3,4-dihydroxy-pyrrolidin-2-yl)methanone